ClCCNS(=O)(=O)CC1=CC=C(C=C1)C N-(2-chloroethyl)-1-(p-tolyl)methanesulfonamide